FC1=CC=C(C=C1)[C@@H]1N(CCC2=CC=C(C=C12)OCC#C)C(=O)N[C@@H]1CN2CCC1CC2 (S)-1-(4-fluorophenyl)-7-(prop-2-yn-1-yloxy)-N-((S)-quinuclidin-3-yl)-3,4-dihydroisoquinoline-2(1H)-carboxamide